C(=C)OCCOCCOCCOCC1OC1 2-[2-[2-[2-(vinyloxy)ethoxy]ethoxy]ethoxymethyl]oxirane